(S)-(+)-3,3'-Bis(triphenylsilyl)-1,1'-binaphthyl-2,2'-diyl hydrogen-phosphate P1(=O)(O)OC2=C(C3=CC=CC=C3C=C2[Si](C2=CC=CC=C2)(C2=CC=CC=C2)C2=CC=CC=C2)C2=C(C(=CC3=CC=CC=C23)[Si](C2=CC=CC=C2)(C2=CC=CC=C2)C2=CC=CC=C2)O1